3-(3,4-dimethoxy-phenyl)-N-(2-thienylmeth-yl)imidazo[1,2-b]pyridazin-6-amine COC=1C=C(C=CC1OC)C1=CN=C2N1N=C(C=C2)NCC=2SC=CC2